CC1(CCC(CC1)NC1=NN2C(C=N1)=C(C=C2)C=2C=CC1=C(N(N=N1)C)C2)O (1s,4s)-1-methyl-4-((5-(1-methyl-1H-benzo[d][1,2,3]triazol-6-yl)pyrrolo[2,1-f][1,2,4]triazin-2-yl)amino)cyclohexan-1-ol